C1(CC1)C1=C(C=CC=C1F)C1C2=C(NC(=C1C(=O)OC)CF)COC2=O methyl 4-(2-cyclopropyl-3-fluorophenyl)-2-(fluoromethyl)-5-oxo-1,4,5,7-tetrahydrofurano[3,4-b]pyridine-3-carboxylate